6-fluoro-5-(4-fluoro-1-(2-fluoroethyl)-2-methyl-1H-benzo[d]imidazol-6-yl)-N-((3S,4R)-3-fluoro-1-methylpiperidin-4-yl)-4-methoxypyrrolo[2,1-f][1,2,4]triazin-2-amine FC=1C(=C2C(=NC(=NN2C1)N[C@H]1[C@H](CN(CC1)C)F)OC)C=1C=C(C2=C(N(C(=N2)C)CCF)C1)F